3-(4-((2-cyclopropylethyl)((1s,4s)-4-((2-methoxy-2-methylpropyl)amino)cyclohexyl)amino)-1-oxoisoindolin-2-yl)piperidine-2,6-dione C1(CC1)CCN(C1=C2CN(C(C2=CC=C1)=O)C1C(NC(CC1)=O)=O)C1CCC(CC1)NCC(C)(C)OC